COC=1N=CC(=NC1C(F)(F)F)C(=O)O 5-methoxy-6-(trifluoromethyl)pyrazine-2-carboxylic acid